O=C1CC2N(C3=C(N1)C=C(C=N3)C(F)(F)F)CCN(C2)C(=O)OC(C)(C)C t-butyl 6-oxo-3-(trifluoromethyl)-6,7,7a,8,10,11-hexahydropyrazino[1,2-d]pyrido[3,2-b][1,4]diazepin-9(5H)-carboxylate